C(C)(C)(C)OC(=O)N1CCC(=CCC1)B1OC(C(O1)(C)C)(C)C.C(C)SC1=C(C=CC=C1)C(C(=O)N)CC(C1=CNC2=CC=C(C=C12)I)C1=CNC2=CC=C(C=C12)I (2-(ethylsulfanyl)phenyl)-4,4-bis(5-iodo-1H-indol-3-yl)butanamide tert-butyl-4-(4,4,5,5-tetramethyl-1,3,2-dioxaborolan-2-yl)-2,3,6,7-tetrahydro-1H-azepine-1-carboxylate